NC1=C2C(=NC=N1)N(N=C2C2=CC=C(C=C2)OC2=CC=CC=C2)C2CCN(CC2)C2CN(C2)C2CN(C2)C=2C=C(C(C(=O)[O-])=CC2)C(=O)[O-] 4-(3-(4-(4-amino-3-(4-phenoxyphenyl)-1H-pyrazolo[3,4-d]pyrimidin-1-yl)piperidin-1-yl)[1,3'-biazetidin]-1'-yl)phthalate